C(#N)C=1C=NN2C1C(=CC(=C2)OC[C@H](CC)O)C=2C=CC(=NC2)N2CCN(CC2)C(=O)OC(C)(C)C tert-butyl (S)-4-(5-(3-cyano-6-(2-hydroxybutoxy)pyrazolo[1,5-a]pyridin-4-yl)pyridin-2-yl)piperazine-1-carboxylate